(R)-benzyl 1-((3R,5S)-5-methyl-1-(pyrido[3,2-b]pyrazin-8-yl) piperidin-3-yl)-2-oxopyrrolidin-3-ylcarbamate C[C@H]1C[C@H](CN(C1)C1=CC=NC=2C1=NC=CN2)N2C([C@@H](CC2)NC(OCC2=CC=CC=C2)=O)=O